tert-butyl 4-(6-(ethylcarbamoyl)pyridin-3-yl)piperazine-1-carboxylate C(C)NC(=O)C1=CC=C(C=N1)N1CCN(CC1)C(=O)OC(C)(C)C